ClC1=CC=C2C(=NC=NC2=C1)OC=1C(=C(C(=O)NCC2=CC=NC=C2)C=CC1)C 3-(7-chloroquinazolin-4-yl)oxy-2-methyl-N-(4-picolyl)benzamide